FC=1C=C(C=CC1)S(=O)(=O)NC(C1=CC=C(C=C1)C1=NOC(=N1)C(F)(F)F)=O N-((3-fluorophenyl)sulfonyl)-4-(5-(trifluoromethyl)-1,2,4-oxadiazol-3-yl)benzamide